1,1-di(methyl)ethyl N-[1-(5,6,7,8-tetrahydropyrido[3,4-d]pyrimidin-4-yl)azetidin-3-yl]carbamate N1=CN=C(C2=C1CNCC2)N2CC(C2)NC(OC(C)(C)C)=O